4-(Cyclopent-3-en-1-yl)-3-hydroxybutyric acid C1(CC=CC1)CC(CC(=O)O)O